N-(3-(1H-Imidazol-1-yl)-5-methylphenyl)-6-chloroquinolin-4-amine N1(C=NC=C1)C=1C=C(C=C(C1)C)NC1=CC=NC2=CC=C(C=C12)Cl